2-[[2-[2-oxo-3-(2-oxo-1H-pyrido[2,3-b][1,4]oxazin-7-yl)-1,3-oxazolidin-5-yl]ethylamino]methyl]-2,3-dihydro-1H-indene-4-carbonitrile O=C1OC(CN1C1=CC2=C(OCC(N2)=O)N=C1)CCNCC1CC=2C=CC=C(C2C1)C#N